[Cl-].[Cl-].C(C(C)C)C(CC(C)C)=[Ti+2](C1=CC=CC=2C3=CC=CC=C3CC12)C1C=CC=C1 diisobutylmethylene(cyclopentadienyl)(fluorenyl)titanium dichloride